(S)-4-(2,4,5-trifluorophenyl)-3-hydroxybutyrate FC1=C(C=C(C(=C1)F)F)C[C@@H](CC(=O)[O-])O